methyl-N-[(5-methyl-1,3,4-thiadiazol-2-yl)methyl]-4-[(1-methylcyclopropyl)amino]furo[2,3-d]pyrimidine-5-carboxamide CC=1N=C(C2=C(N1)OC=C2C(=O)NCC=2SC(=NN2)C)NC2(CC2)C